OC1=CC=C(C=C1)N/C=C/C(=O)C1=CC=CC=C1 (E)-3-((4-hydroxyphenyl)amino)-1-phenylpropan-2-en-1-one